2-[1-[(2,3-difluorophenyl)methyl]-5-oxopyrrolidin-2-yl]-N-(1,2,3,4-tetrahydronaphthalen-1-yl)acetamid FC1=C(C=CC=C1F)CN1C(CCC1=O)CC(=O)NC1CCCC2=CC=CC=C12